FC=1C=C(C=C(C1OC1=CC=NC2=CC(=CC=C12)OCCNC)F)C1=NC(=CC=C1C(=O)N)C [3,5-difluoro-4-({7-[2-(methylamino)ethoxy]quinolin-4-yl}oxy)phenyl]-6-methylpyridine-3-carboxamide